S1SC(CC1)CCCCCCN 1,2-dithiolane-3-hexylamine